7-((1S,4S)-2-oxa-5-azabicyclo[2.2.1]heptan-5-yl)-1,3-dimethyl-5-(1-methyl-7-(1-methyl-1H-pyrazol-4-yl)-2,3-dihydropyrido[3,4-b]pyrazin-4(1H)-yl)quinolin-2(1H)-one [C@@H]12OC[C@@H](N(C1)C1=CC(=C3C=C(C(N(C3=C1)C)=O)C)N1C3=C(N(CC1)C)C=C(N=C3)C=3C=NN(C3)C)C2